C1(CC1)CNC1=NC=CC(=N1)C(=O)NC=1C=NC=CC1C1=CC=CC=C1 2-((cyclopropylmethyl)amino)-N-(4-phenylpyridin-3-yl)pyrimidine-4-carboxamide